O1C(CCC2=CC=CC=C12)C#N chromanenitrile